CC1(CC(=CCC1)C=CC1=CC=C(C=C1)N(CCCCN1CCCC1)C)C 5,5-dimethyl-3-(4-(methyl-(4-(pyrrolidin-1-yl)butyl)amino)styryl)cyclohex-2-ene